NCCOCCOCCOCCOCCC(=O)NC(COCCC(NCCOCCOCCOCCN=[N+]=[N-])=O)COCCC(NCCOCCOCCOCCN=[N+]=[N-])=O 1-Amino-N-[1,3-bis({2-[(2-{2-[2-(2-azidoethoxy)ethoxy]ethoxy}ethyl)carbamoyl]ethoxy})propan-2-yl]-3,6,9,12-tetraoxapentadecan-15-amide